FC1=C(OC2=CC3=C(N(N=N3)C)C=C2)C=C(C(=C1)[N+](=O)[O-])F 5-(2,5-difluoro-4-nitrophenoxy)-1-methyl-1,2,3-benzotriazole